1-[4-(benzylsulfamoyl)phenyl]-3-(pyridin-3-ylmethyl)urea C(C1=CC=CC=C1)NS(=O)(=O)C1=CC=C(C=C1)NC(=O)NCC=1C=NC=CC1